bisphenol A diphenyl-carbonate C1(=CC=CC=C1)OC(OC1=CC=CC=C1)=O.OC1=CC=C(C=C1)C(C)(C)C1=CC=C(C=C1)O